6-(4-(difluoromethoxy)phenyl)2-((5-(trifluoromethyl)-1,3,4-thiadiazol-2-yl)methyl)pyridazin-3(2H)-one FC(OC1=CC=C(C=C1)C=1C=CC(N(N1)CC=1SC(=NN1)C(F)(F)F)=O)F